N-vinyl-γ-valerolactam C(=C)N1C(CCC1C)=O